CN[C@@H](CC(C)C)C(=O)N1C([C@]2(C[C@H]1C(=O)N)C(NC1=CC=C(C=C12)[2H])=O)([2H])[2H] (3R,5'S)-1'-(methyl-L-leucyl)-2-oxospiro[indoline-3,3'-pyrrolidine]-2',2',5-d3-5'-carboxamide